The molecule is an oxodocosahexaenoic acid that is (4Z,7Z,10Z,14E,16Z,19Z)-docosahexaenoic acid in which the oxo group is located at position 13. An intermediate of specialised proresolving mediators. It has a role as a human xenobiotic metabolite. It is an oxodocosahexaenoic acid and an enone. It derives from an all-cis-docosa-4,7,10,13,16,19-hexaenoic acid. It is a conjugate acid of a (4Z,7Z,10Z,14E,16Z,19Z)-13-oxodocosahexaenoate. CC/C=C\\C/C=C\\C=C\\C(=O)C/C=C\\C/C=C\\C/C=C\\CCC(=O)O